rel-(trans)-1-benzyl-4-cyclohexylpyrrolidine-3-carbonitrile C(C1=CC=CC=C1)N1C[C@H]([C@@H](C1)C1CCCCC1)C#N